(R)-3-butyl-7-methoxy-2-(4-methoxybenzyl)-1,1-dioxido-5-phenyl-2,3,4,5-tetrahydro-1,2,5-benzothiadiazepin-8-yl trifluoromethanesulfonate FC(S(=O)(=O)OC1=CC2=C(N(C[C@H](N(S2(=O)=O)CC2=CC=C(C=C2)OC)CCCC)C2=CC=CC=C2)C=C1OC)(F)F